2-((4-cyano-2-fluorobenzyl)oxy)-3',6'-dihydro-[3,4'-bipyridine] C(#N)C1=CC(=C(COC2=NC=CC=C2C=2CC=NCC2)C=C1)F